6-chloro-8-nitro-3,4-dihydro-1H-benzo[c][1,2,6]thiadiazine 2,2-dioxide ClC1=CC2=C(NS(NC2)(=O)=O)C(=C1)[N+](=O)[O-]